(1R,2S,5S)-3-((S)-2-hydroxy-2-phenylacetyl)-6,6-dimethyl-N-((S)-3-oxo-1-((S)-2-oxopyrrolidin-3-yl)-4-(trifluoromethoxy)butan-2-yl)-3-azabicyclo[3.1.0]-hexane-2-carboxamide O[C@H](C(=O)N1[C@@H]([C@H]2C([C@H]2C1)(C)C)C(=O)N[C@@H](C[C@H]1C(NCC1)=O)C(COC(F)(F)F)=O)C1=CC=CC=C1